dibenzylmethylene(cyclopentadienyl)(2,7-dimethyl-3,6-dimethyl-butylfluorenyl)zirconium dichloride [Cl-].[Cl-].C(C1=CC=CC=C1)C(CC1=CC=CC=C1)=[Zr+2](C1=C(C=CC=2C3=CC(=C(C=C3CC12)C)C)CC(C(C)C)C)C1C=CC=C1